N-(5-chloro-6-(2H-1,2,3-triazol-2-yl)pyridin-3-yl)-4-methyl-5-(quinolin-5-yl)thiophene-3-carboxamide ClC=1C=C(C=NC1N1N=CC=N1)NC(=O)C1=CSC(=C1C)C1=C2C=CC=NC2=CC=C1